CNCC(C1=CC=C(C=C1)OC)C2(CCCCC2)O The molecule is a monomethoxybenzene that is the N-desmethyl derivative of venlafaxine. It has a role as a marine xenobiotic metabolite and a drug metabolite. It is a member of cyclohexanols, a monomethoxybenzene and a secondary amino compound.